1,4-dioxa-8-spiro[4.5]decanecarbaldehyde O1CCOC12CCC(CC2)C=O